(S)-3-(3-(difluoromethoxy)-5-(trifluoromethyl)pyridin-2-yl)-8'-fluoro-7'-(trifluoromethyl)-2',3'-dihydrospiro[oxazolidine-4,4'-thiopyrano[3,2-c]pyridin]-2-one FC(OC=1C(=NC=C(C1)C(F)(F)F)N1C(OC[C@@]12CCSC1=C2C=NC(=C1F)C(F)(F)F)=O)F